ClC1=CC=C(C=C1)C1=NN(C[C@@H]1C1=CC=CC=C1)C1=NN(C(N1CC(=O)OCC)=O)CC1=CC=C(C=C1)CN1CCOCC1 Ethyl 2-[3-[(4S)-3-(4-chlorophenyl)-4-phenyl-4,5-dihydro-1H-pyrazol-1-yl]-1-([4-[(morpholin-4-yl)methyl]phenyl]methyl)-5-oxo-4,5-dihydro-1H-1,2,4-triazol-4-yl]acetate